C(C)(C)(C)OC(=O)C=1C=CC(=C(C1)C1=CC(=C(C=C1)OC)C(=O)O)F 5'-(tert-butoxycarbonyl)-2'-fluoro-4-methoxy-[1,1-biphenyl]-3-carboxylic acid